NC1=NC(=C(C#N)C=C1Br)Cl 6-amino-5-bromo-2-chloronicotinonitrile